BrC=1C(=C2C(=NC1)N=C(N2)CO)C (6-bromo-7-methyl-1H-imidazo[4,5-b]pyridin-2-yl)methanol